1,2,3,4-tetrahydroisoquinoline hydrochloride Cl.C1NCCC2=CC=CC=C12